N1(N=CC=C1)CCC=1N(C=2C(=C3CC[C@@H](N(C3=CC2)C(=O)OC)C)N1)CC(NCCN1C(NCC1)=O)=O methyl (S)-2-(2-(1H-pyrazol-1-yl)ethyl)-7-methyl-3-(2-oxo-2-((2-(2-oxoimidazolidin-1-yl)ethyl)amino)ethyl)-3,7,8,9-tetrahydro-6H-imidazo[4,5-f]quinoline-6-carboxylate